2,6-difluoro-3-nitrophenyl carbamate C(N)(OC1=C(C(=CC=C1F)[N+](=O)[O-])F)=O